N1(C=NC=C1)C(OC(COC1=CC=C(C=C1)OC)C(C)(C)C)=S O-[1-(4-methoxyphenoxy)-3,3-dimethylbutan-2-yl] 1H-imidazole-1-carbothioate